[1-(2-ethylsulfanyl-3,6-dimethyl-4-oxo-chromen-8-yl)ethylamino]benzenesulfonamide C(C)SC=1OC2=C(C=C(C=C2C(C1C)=O)C)C(C)NC1=C(C=CC=C1)S(=O)(=O)N